sodium 1-chloro-2-hydroxy-3-propanesulfonate ClCC(CS(=O)(=O)[O-])O.[Na+]